C1=CC(=C(N=C1)C(=O)O)CC(=O)O homoquinolinic acid